CC(CC1=NC(=NO1)C1=CC=C(C(=O)O)C=C1)(C)C 4-[5-(2,2-Dimethylpropyl)-1,2,4-oxadiazol-3-yl]benzoic acid